OC1CC(C1)C1=CC=CC=2N(C(N(C21)C)=O)COCC[Si](C)(C)C 4-(3-Hydroxycyclobutyl)-3-methyl-1-(2-trimethylsilylethoxymethyl)benzimidazol-2-one